(R)-2-(3-fluoro-2-methoxy-5-(4-methyltetrahydro-2H-pyran-4-yl)phenyl)-2-((R)-3-((5-(4-methoxy-5,6,7,8-tetrahydro-1,8-naphthyridin-2-yl)pentyl)oxy)pyrrolidin-1-yl)acetic acid FC=1C(=C(C=C(C1)C1(CCOCC1)C)[C@H](C(=O)O)N1C[C@@H](CC1)OCCCCCC1=NC=2NCCCC2C(=C1)OC)OC